Tert-butyl ((1S)-(4,4-difluorocyclohexyl)(4-fluoro-5-(1-hydroxy-2-methoxyethyl)-benzo[d]oxazol-2-yl)methyl)carbamate FC1(CCC(CC1)[C@@H](C=1OC2=C(N1)C(=C(C=C2)C(COC)O)F)NC(OC(C)(C)C)=O)F